C(C)OC1=CC=C(C=C1)C1=CN=CC(=N1)C(=O)N/N=C/C1=NC=CC(=C1)OC (E)-6-(4-ethoxyphenyl)-N'-((4-methoxypyridin-2-yl)methylene)pyrazine-2-carbohydrazide